CC(=C)C(=O)OCCO The molecule is an enoate ester that is the monomethacryloyl derivative of ethylene glycol. It has a role as a polymerisation monomer and an allergen. It derives from an ethylene glycol and a methacrylic acid.